C1(=CC=CC=C1)N1N=CC=C1 phenyl-1H-pyrazole